N-((7-(4-(trifluoromethoxy)phenyl)oxazolo[5,4-b]pyridin-5-yl)methyl)acrylamide FC(OC1=CC=C(C=C1)C1=C2C(=NC(=C1)CNC(C=C)=O)OC=N2)(F)F